CN(C(C)[SiH3])C 1-dimethylamino-ethylsilane